OCC(C1=CC=CC=C1)NC(=O)C1=CN(C=C1)C1=CC(=NC=C1)NC1=CC=CC=C1 N-(2-hydroxy-1-phenylethyl)-1-(2-(phenylamino)pyridin-4-yl)-1H-pyrrole-3-carboxamide